ClC1=CC=C(CN2CC(CCC2)C2=CC=NC=3N2N=C(C3CNCC3=CC=C(C=C3)F)C)C=C1 1-(7-(1-(4-Chlorobenzyl)piperidin-3-yl)-2-methylpyrazolo[1,5-a]pyrimidin-3-yl)-N-(4-fluorobenzyl)methanamine